hex-2-ynediamide C(C#CCCC(=O)N)(=O)N